C(C1=CC=CC=C1)OC1=C(C=CC=C1)C(O)(C=1NC2=CC=CC=C2C1C1=CC=CC=C1)C1=CC=CC=C1 (2-(benzyloxy)phenyl)(phenyl)(3-phenyl-1H-indol-2-yl)methanol